C(C)(C)(C)N(C(CN1C(C2=CC(=CC=C2C1)C1=NC(=NC=C1C)Cl)=O)=O)C N-tert-butyl-2-[6-(2-chloro-5-methylpyrimidin-4-yl)-1-oxo-2,3-dihydro-1H-isoindol-2-yl]-N-methylacetamide